CN(C)CC1CCN2[C@@H]([C@@H]([C@@H]2CN(C1)C(=O)NC1=CC=C(C=C1)OC)C1=CC=C(C=C1)C#CC1=CC=CC=C1)CO (8R,9R,10S)-4-((dimethylamino)methyl)-10-(hydroxymethyl)-N-(4-methoxyphenyl)-9-(4-(phenylethynyl)phenyl)-1,6-diazabicyclo[6.2.0]decane-6-carboxamide